O=C1NC(CCC1N1C(C2=C(C=CC(=C2C1=O)F)SCCCCCCC(N1CCCCC1)=O)=O)=O 2-(2,6-dioxopiperidin-3-yl)-4-fluoro-7-((7-oxo-7-(piperidin-1-yl)heptyl)thio)isoindoline-1,3-dione